Cl.NCC(C)C1=CC=C(C#N)C=C1 4-(1-Aminopropan-2-yl)benzonitrile Hydrochloride